3,3,4,4,5,5,6,6,7,7,8,8,8-tridecafluorooct-1-en FC(C=C)(C(C(C(C(C(F)(F)F)(F)F)(F)F)(F)F)(F)F)F